1-(4-acryloyl-4-azaspiro[2.5]oct-6-yl)-5-amino-3-(4-((5-chloropyridin-2-yl)oxy)phenyl)-1H-pyrazole-4-carboxamide C(C=C)(=O)N1C2(CC2)CCC(C1)N1N=C(C(=C1N)C(=O)N)C1=CC=C(C=C1)OC1=NC=C(C=C1)Cl